C(C)C(COCCCN)CCCC dl-3-(2-ethylhexyloxy)propylamine